[Sr+2].P(=O)([O-])([O-])O hydrophosphate strontium